[Br-].NC([C@H](CC1=CC=CC=C1)NC(CNC(=O)C1=CC=C(OCCCCCC[N+]2=CC=C(C=C2)N(C)C)C=C1)=O)=O (S)-1-(6-(4-((2-((1-amino-1-oxo-3-phenylpropan-2-yl)amino)-2-oxoethyl)carbamoyl)phenoxy)hexyl)-4-(dimethylamino)pyridin-1-ium Bromide